C(CC)[C@@H](C(=O)OC)CC(=O)[O-] |r| (rac)-methyl 2-propylsuccinate